Cl.NC(C)C1=C(N=C(O1)C1=CC(=C(C=C1)OC(F)F)OCC1CC1)CC1(C(=O)O)C(C(=CC=C1)F)OCC 1-((5-(1-aminoethyl)-2-(3-(cyclopropylmethoxy)-4-(difluoromethoxy) phenyl) oxazol-4-yl) methyl)-2-ethoxy-3-fluorobenzoate hydrochloride